1-cyclopropyl-1-[(3R)-1-(2-hydroxyacetyl)piperidin-3-yl]-3-({5-[3-(trifluoromethoxy)phenyl]-1,2-oxazol-3-yl}methyl)urea C1(CC1)N(C(=O)NCC1=NOC(=C1)C1=CC(=CC=C1)OC(F)(F)F)[C@H]1CN(CCC1)C(CO)=O